2-[(Benzoyloxy)methyl]-6-chloro-9-β-D-ribofuranosyl-9H-purine C(C1=CC=CC=C1)(=O)OCC1=NC(=C2N=CN(C2=N1)[C@H]1[C@H](O)[C@H](O)[C@H](O1)CO)Cl